COC1=C(C=CC=C1OC)C=1C=C2CCN3C(C2=CC1)=CC(=NC3=O)OCC3OCCOC3 9-(2,3-Dimethoxy-phenyl)-2-([1,4]dioxan-2-ylmethoxy)-6,7-dihydro-pyrimido[6,1-a]isoquinolin-4-one